C(C)(C)C=1C=CC(=C(C1)C1=C2C(=NN1C)CN(C2)C#N)OC (5-isopropyl-2-methoxyphenyl)-2-methyl-2,6-dihydropyrrolo[3,4-c]pyrazole-5(4H)-carbonitrile